Tert-butyl 4-[5-(1-methoxycarbonyl-2-methylpropyl)isoxazol-3-yl]piperazine-1-carboxylate COC(=O)C(C(C)C)C1=CC(=NO1)N1CCN(CC1)C(=O)OC(C)(C)C